OC1C(CC2C(C=C3[C@@]4(CC[C@H]([C@@](C(C[C@@H](C(C)C)C)O)(C)O)[C@]4(CC[C@@H]3[C@]2(C1)C)C)O)=O)O 2,3,14,20,22-Pentahydroxyergost-7-en-6-one